CC=1N(C(=CN1)[N+](=O)[O-])CCN1N=NC(=C1)CN1C2=CC=CC=C2C=2C=CC=CC12 9-((1-(2-(2-Methyl-5-nitro-1H-imidazol-1-yl)ethyl)-1H-1,2,3-triazol-4-yl)methyl)-9H-carbazole